1-(5-(Azetidin-1-yl)-6-methylpyrazin-2-yl)ethan-1-ol N1(CCC1)C=1N=CC(=NC1C)C(C)O